O[C@@]1(CC[C@H]2[C@@]([C@H]3CC[C@]4([C@H]([C@@H]3CC2)CC[C@@H]4C(C)=O)C)(CC1)C)C 1-((1S,3aS,3bR,5aS,8R,10aS,10bS,12aS)-8-hydroxy-8,10a,12a-trimethyloctadecahydrocyclohepta[a]cyclopenta[f]naphthalen-1-yl)ethan-1-one